CNC(=O)C1=CC2=C(NC3=CC=CC=C23)C=N1 N-methyl-9H-pyrido[3,4-b]indole-3-carboxamide